2-(3,5-Difluoro-phenyl)-N-(2-dimethylamino-5-fluoro-4-oxo-4H-quinazolin-3-yl)-acetamide FC=1C=C(C=C(C1)F)CC(=O)NN1C(=NC2=CC=CC(=C2C1=O)F)N(C)C